C1NCC12OC[C@H](C2)O (7S)-5-oxa-2-azaspiro[3.4]octan-7-ol